2-(3-(4-(3-((R)-2,4-dimethyl-3-oxopiperazin-1-yl)propyl)phenyl)ureido)-N-(4-(((2S,4R)-2-methyl-1-propionyl-1,2,3,4-tetrahydroquinolin-4-yl)amino)phenyl)acetamide C[C@H]1N(CCN(C1=O)C)CCCC1=CC=C(C=C1)NC(NCC(=O)NC1=CC=C(C=C1)N[C@@H]1C[C@@H](N(C2=CC=CC=C12)C(CC)=O)C)=O